sodium nickel sodium manganese titanium tin oxide [Sn]=O.[Ti].[Mn].[Na].[Ni].[Na]